6-[4-[acetyl-[(3,3-difluorocyclobutyl)methyl]amino]-phenyl]-N-(3-pyridylmethyl)pyridine-3-carboxamide C(C)(=O)N(C1=CC=C(C=C1)C1=CC=C(C=N1)C(=O)NCC=1C=NC=CC1)CC1CC(C1)(F)F